C(#CC)C1=C2C=NN(C2=C(C=C1)C(=O)N)CC1=CC(=CC=C1)OC(F)(F)F 4-(propane-1-yn-1-yl)-1-(3-(trifluoromethoxy)benzyl)-1H-indazole-7-carboxamide